2-(2-chlorobenzyl)-8-methyl-N-propyl-4,5-dihydro-2H-furo[2,3-g]indazole-7-carboxamide ClC1=C(CN2N=C3C4=C(CCC3=C2)OC(=C4C)C(=O)NCCC)C=CC=C1